tropane tetrakis(3,5-bistrifluoromethylphenyl)borate FC(C=1C=C(C=C(C1)C(F)(F)F)[B-](C1=CC(=CC(=C1)C(F)(F)F)C(F)(F)F)(C1=CC(=CC(=C1)C(F)(F)F)C(F)(F)F)C1=CC(=CC(=C1)C(F)(F)F)C(F)(F)F)(F)F.[C@H]12CCC[C@H](CC1)N2C